3-[3-fluoro-6-(3-piperidyl)-2-pyridyl]pyrazolo[1,5-a]pyridine FC=1C(=NC(=CC1)C1CNCCC1)C=1C=NN2C1C=CC=C2